5-(4-((1R,5S)-3,8-diazabicyclo[3.2.1]octan-3-yl)-8-fluoro-2-(((2R,7aS)-2-fluorotetrahydro-1H-pyrrolizin-7a(5H)-yl)methoxy)quinazolin-7-yl)-3-fluoro-2-(trifluoromethyl)aniline [C@H]12CN(C[C@H](CC1)N2)C2=NC(=NC1=C(C(=CC=C21)C=2C=C(C(=C(N)C2)C(F)(F)F)F)F)OC[C@]21CCCN1C[C@@H](C2)F